4-(3-ethyl-4,6-difluoro-1H-indol-5-yl)-5,6-dihydropyridine-1(2H)-carboxylic acid tert-butyl ester C(C)(C)(C)OC(=O)N1CC=C(CC1)C=1C(=C2C(=CNC2=CC1F)CC)F